FC(C=1OC(=NN1)N1[C@H](C2=C(CC1)NC=N2)C2=NN1C(C(=CC=C1)C(F)F)=C2)F (R)-2-(difluoromethyl)-5-(4-(4-(difluoromethyl)pyrazolo[1,5-a]pyridin-2-yl)-6,7-dihydro-1H-imidazo[4,5-c]pyridin-5(4H)-yl)-1,3,4-oxadiazole